3-chloro-6-isopropyl-5-methyl-pyrrolo[2,3-b]pyrazine ClC1=CN=C2C(=N1)N(C(=C2)C(C)C)C